C(C)C=1C(=CC=C2C=C(C=C(C12)C1=C(C=2N=C(N=C(C2C=N1)N1C[C@@H](CCC1)C)OCC12CCCN2CCC1)F)OCOC)F (R)-1-(7-(8-ethyl-7-fluoro-3-(methoxymethoxy)naphthalen-1-yl)-8-fluoro-2-((hexahydro-1H-pyrrolizin-7a-yl)methoxy)pyrido[4,3-d]pyrimidin-4-yl)-3-methylpiperidin